OCCOCCOC(C=1C(C(=O)OCCOCCO)=CC=CC1)=O phthalic acid 1,2-bis[2-(2-hydroxyethoxy)ethyl] ester